N1C=CC=2C1=NC=C(C2)OC2=C(C(=O)O)C=CC(=C2)N2CCN(CC2)C2CCCCC1=C2C=CC=C1C1=CCCC1 2-((1H-pyrrolo[2,3-b]pyridin-5-yl)oxy)-4-(4-(1-(cyclopent-1-en-1-yl)-6,7,8,9-tetrahydro-5H-benzo[7]annulen-5-yl)piperazin-1-yl)benzoic acid